C1(=CC=CC=C1)[C@@H]1[C@H](C1)NC(=O)[C@@H]1CN(C[C@H]1C(N[C@@H]1[C@H](C1)C1=CC=CC=C1)=O)C(=O)C1=CC=C(C(=O)N2C[C@@H](C[C@@H](C2)C(=O)NCCCCCC)C(=O)NCCCCCC)C=C1 |o1:39,41| (3R*,5S*)-1-(4-((3S,4S)-3,4-bis(((1S,2R)-2-phenylcyclopropyl)carbamoyl)pyrrolidine-1-carbonyl)benzoyl)-N3,N5-dihexylpiperidine-3,5-dicarboxamide